nitrooxycarbonyl-dithiol [N+](=O)([O-])OC(=O)C1SSC=C1